OCCSCC(CCCC(C(=O)OC(C)(C)C)(C)C1=CC(=CC=C1)I)(C)C tert-Butyl 7-((2-hydroxyethyl)thio)-2-(3-iodophenyl)-2,6,6-trimethylheptanoate